N1-([2,3'-bipyridin]-6'-yl)-N1,N3,N3-trimethylpropane-1,3-diamine N1=C(C=CC=C1)C=1C=NC(=CC1)N(CCCN(C)C)C